ClC1CN(CCC1)C1=CC=C(C=C1)NC1=NC=C(C(=N1)N1C[C@@H]([C@H](C1)F)F)C(F)(F)F N-[4-(3-chloropiperidin-1-yl)phenyl]-4-[(3S,4S)-3,4-difluoropyrrolidin-1-yl]-5-(trifluoromethyl)pyrimidin-2-amine